3-(pentan-2-yl)-1,5,6,7-tetrahydro-s-indacene CC(CCC)C1=CCC2=CC=3CCCC3C=C12